ethyleneglycol monotert-butyl ether C(C)(C)(C)OCCO